FC(CN1CCC(CC1)COC=1C=C(C=NC1)N1CCC2=CC(=CC=C12)C(=O)O)(F)F 1-(5-{[1-(2,2,2-trifluoroethyl)piperidin-4-yl]methoxy}pyridin-3-yl)-2,3-dihydro-1H-indole-5-carboxylic acid